FC1=C(CC2=NC3=C(N2[C@@H]2COCC2(C)C)C=C(C=C3)C(=O)O)C=C(C(=C1)C1=NC(=C(C=C1)F)OCC1=CC=C(C=C1)F)F (S)-2-(2,5-difluoro-4-(5-fluoro-6-((4-fluorobenzyl)oxy)pyridin-2-yl)benzyl)-1-(4,4-dimethyltetrahydrofuran-3-yl)-1H-benzo[d]imidazole-6-carboxylic acid